5-((3-(4-cyclopropyl-1,2,3,4-tetrahydroquinoxaline-1-carbonyl)pyridin-4-yl)oxy)benzofuran-3-carboxylic acid ethyl ester C(C)OC(=O)C1=COC2=C1C=C(C=C2)OC2=C(C=NC=C2)C(=O)N2CCN(C1=CC=CC=C21)C2CC2